OC1=CC=C(C=C1)C1=C(C=C(C=2C3=CC=C(C(=C3C=CC12)OC)O)OC)O 1-(4-hydroxyphenyl)-4,8-dimethoxy-2,7-phenanthrenediol